C(C)(C)(CC)C1=C(C=CC(=C1)C(C)(C)CC)O 2,4-Di-tertamyl-phenol